FC1=C(C(=CC(=C1)I)F)O 2,6-Difluoro-4-iodo-phenol